CC1=C(C=C(C=C1)C=1C2=C(N=C(N1)N1[C@H](CC1)C)CCC2)S(=O)(=O)N (S)-2-methyl-5-(2-(2-methylazetidin-1-yl)-6,7-dihydro-5H-cyclopenta[d]pyrimidin-4-yl)benzenesulfonamide